FC1=C(C=CC(=C1)S(=O)(=O)C(F)(F)F)CN1CC2(CN(C2)C(=O)N2CC3(C2)NC(CCC3)=O)C1 2-[6-[[2-fluoro-4-(trifluoromethylsulfonyl)phenyl]methyl]-2,6-diazaspiro[3.3]heptane-2-carbonyl]-2,5-diazaspiro[3.5]nonan-6-one